C(C)(C)(C)C1=C(C=CC=C1)C1CCN(CC1)C(=O)C1=C(C(=O)O)C=CC=C1 2-(4-(2-(tert-butyl)phenyl)piperidine-1-carbonyl)benzoic acid